1-tetradecyl-3-methylimidazolium bis(trifluoromethylsulfonyl)imide salt [N-](S(=O)(=O)C(F)(F)F)S(=O)(=O)C(F)(F)F.C(CCCCCCCCCCCCC)N1C=[N+](C=C1)C